(Z)-6-hydroxy-2-(4H-chromone-3-ylmethylene)benzofuran-3(2H)-one OC1=CC2=C(C(/C(/O2)=C/C2=COC3=CC=CC=C3C2=O)=O)C=C1